4-(tert-butoxycarbonyl)-2-(1-(tert-butoxycarbonyl)piperidin-4-yl)-6-isopropyl-4H-thieno[3,2-b]pyrrole-5-carboxylic acid C(C)(C)(C)OC(=O)N1C2=C(C(=C1C(=O)O)C(C)C)SC(=C2)C2CCN(CC2)C(=O)OC(C)(C)C